1-((5-chloro-1-methyl-1H-pyrazol-4-yl)sulfonyl)-4-(6-methylbenzo[d][1,3]dioxol-5-yl)piperidine ClC1=C(C=NN1C)S(=O)(=O)N1CCC(CC1)C1=CC2=C(OCO2)C=C1C